FC1=C(C=CC=C1C(CF)(F)F)[C@@H](C)N (1R)-1-[2-fluoro-3-(1,1,2-trifluoroethyl)phenyl]ethanamine